2-{1,4-dioxaspiro[4.5]dec-7-en-8-yl}-5-fluoropyridine O1CCOC12CC=C(CC2)C2=NC=C(C=C2)F